C(C=C)OC(=O)N[C@H](C(=O)O)CSC(C1=CC=CC=C1)(C1=CC=CC=C1)C1=CC=CC=C1 (2R)-2-[[(prop-2-en-1-yloxy)carbonyl]amino]-3-[(triphenylmethyl)sulfanyl]propanoic acid